C(#N)C1=C(C=CC(=C1)C(N(C)C)=O)C(C(C)C=1N(C(C(=C(N1)C(=O)[O-])OC)=O)C)C1=CC=CC=C1.[Li+] lithium 2-(1-(2-cyano-4-(dimethylcarbamoyl)phenyl)-1-phenylpropan-2-yl)-5-methoxy-1-methyl-6-oxo-1,6-dihydropyrimidine-4-carboxylate